1-(3-methoxy-4-(2-(4-methylpiperidin-1-yl)ethoxy)phenyl)-N-methyl-methylamine COC=1C=C(C=CC1OCCN1CCC(CC1)C)CNC